2-(difluoromethoxy)-4-(3-methyl-2-oxoimidazolidin-1-yl)benzaldehyde FC(OC1=C(C=O)C=CC(=C1)N1C(N(CC1)C)=O)F